3-(2-phenylethyl)-5-propyl[1,2,4]triazolo[4,3-a]pyrimidin-7(8H)-one C1(=CC=CC=C1)CCC1=NN=C2N1C(=CC(N2)=O)CCC